O=C1N(CC2=CC(=CC=C12)C(=O)N1C[C@H](CC1)C1=CC=CC=C1)C1C(NC(CC1)=O)=O 3-(1-oxo-5-((R)-3-phenylpyrrolidine-1-carbonyl)isoindolin-2-yl)piperidine-2,6-dione